(S)-2-((2-chloro-5-difluoromethylpyrimidin-4-yl)amino)-2-phenylethanol ClC1=NC=C(C(=N1)N[C@H](CO)C1=CC=CC=C1)C(F)F